C(C)(=O)C=1C(OC2=CC(=CC=C2C1)N(C)C)=O 3-Acetyl-7-dimethylaminocoumarin